FC1=C(C(=CC(=C1)N)F)C1=CC=C(C=C1)N 2,6-difluoro-4,4'-diaminobiphenyl